C(=O)[C@H]1N(CCCC1)C(=O)OC(C)(C)C tert-butyl (S)-2-formylpiperidine-1-carboxylate